(S)-1-ethyl-6-((4-((2-hydroxy-1-phenylethyl)amino)-5-(3-methyl-1,2,4-oxadiazol-5-yl)pyrimidin-2-yl)amino)-1,2-dihydro-3H-indazol-3-one C(C)N1NC(C2=CC=C(C=C12)NC1=NC=C(C(=N1)N[C@H](CO)C1=CC=CC=C1)C1=NC(=NO1)C)=O